2-{6-[3-(tert-butylamino)pyrrolidin-1-yl]-1,2,4-triazin-3-yl}-5-(3-fluoro-1H-pyrazol-4-yl)phenol C(C)(C)(C)NC1CN(CC1)C1=CN=C(N=N1)C1=C(C=C(C=C1)C=1C(=NNC1)F)O